7-((3aS,4R,6R,6aR)-6-(aminomethyl)-2,2-dimethyltetrahydro-4H-cyclopenta[d][1,3]dioxol-4-yl)-5-ethyl-N-(4-methoxybenzyl)-7H-pyrrolo[2,3-d]pyrimidin-4-amine NC[C@H]1C[C@H]([C@H]2[C@@H]1OC(O2)(C)C)N2C=C(C1=C2N=CN=C1NCC1=CC=C(C=C1)OC)CC